BrC1=C(C(=CC=C1)I)C(F)(F)F 1-bromo-3-iodo-2-(trifluoromethyl)benzene